C12CN(CC2C1)C1=CN=CC(=N1)NC(OC(C)(C)C)=O tert-butyl (6-(3-azabicyclo[3.1.0]hexan-3-yl)pyrazin-2-yl)carbamate